1-(1Z-eicosenyl)-2-(6Z,9Z,12Z,15Z-octadecatetraenoyl)-glycero-3-phospho-(1'-sn-glycerol) CCCCCCCCCCCCCCCCCC/C=C\OC[C@H](COP(=O)(O)OC[C@H](CO)O)OC(=O)CCCC/C=C\C/C=C\C/C=C\C/C=C\CC